BrC1=CC=2C(C3=CC(=CC=C3C2C=C1)[N+](=O)[O-])(CCCC)CCCC 2-bromo-7-nitro-9,9-dibutylfluorene